(2S)-3-(3-methoxyphenyl)-2-[4-[[[5-(2-pyridyl)-2-thienyl]sulfonylamino]methyl]triazol-1-yl]propanehydroxamic acid COC=1C=C(C=CC1)C[C@@H](C(=O)NO)N1N=NC(=C1)CNS(=O)(=O)C=1SC(=CC1)C1=NC=CC=C1